ClC1=C(C(=CC=C1)Cl)NC(=O)C1=CN=C(S1)NC1=NC(=NC(=C1)N1CCN(CC1)CCO)C N-(2,6-dichlorophenyl)-2-((6-(4-(2-hydroxyethyl)piperazin-1-yl)-2-methylpyrimidin-4-yl)amino)thiazole-5-carboxamide